[4-(9-phenyl-9H-carbazol-2-yl)phenyl]amine C1(=CC=CC=C1)N1C2=CC=CC=C2C=2C=CC(=CC12)C1=CC=C(C=C1)N